4-(trans-4-aminocyclohexyl)butan-1-ol N[C@@H]1CC[C@H](CC1)CCCCO